N1C(=NC2=C1C=CC=C2)C=2C=C(C=CC2O)C2=CC=C(C=C2)C=2N(N=C1C3C(C(CC21)C3)(C)C)C3=CC=CC=C3 3-(1H-benzo[d]imidazol-2-yl)-4'-(6,6-dimethyl-2-phenyl-4,5,6,7-tetrahydro-2H-5,7-methanoindazol-3-yl)-[1,1'-biphenyl]-4-ol